3-[5-(2-Fluoro-phenyl)-[1,2,4]oxadiazol-3-yl]-benzoic acid sodium salt [Na+].FC1=C(C=CC=C1)C1=NC(=NO1)C=1C=C(C(=O)[O-])C=CC1